CN(CCNC=C1C(CC(CC1=O)C1=C(C=CC=C1)NC(C)=O)=O)C N-(2-(4-(((2-(dimethylamino)ethyl)amino)methylene)-3,5-dioxocyclohexyl)phenyl)acetamide